(S)-2-methylene-4-oxo-4-((1-(4-(trifluoromethyl)phenyl)propyl)amino)butanoic acid C=C(C(=O)O)CC(N[C@@H](CC)C1=CC=C(C=C1)C(F)(F)F)=O